2-(4-(chloromethyl)phenyl)tetrahydrofuran tert-butyl-3-(2-(5-(hydroxymethyl)-1H-1,2,4-triazol-1-yl)ethyl)benzoate C(C)(C)(C)OC(C1=CC(=CC=C1)CCN1N=CN=C1CO)=O.ClCC1=CC=C(C=C1)C1OCCC1